C(=O)[O-].[Fe+2].C(=O)[O-] Ferrous Formate